C(C)N(C1=CC=C(C=C1)C1=CC=2NC(C=C(C2S1)C1=CC=CC=C1)=O)CC 2-(4-(diethylamino)phenyl)-7-phenylthieno[3,2-b]pyridin-5(4H)-one